3-methacryloyloxypropyl-triethoxysilane C(C(=C)C)(=O)OCCC[Si](OCC)(OCC)OCC